COC1=NC(=NC(=C1)OC)NC(=O)NS(=O)(=O)C1=NC=CC=C1OCC(F)(F)F 1-(4,6-dimethoxypyrimidin-2-yl)-3-[3-(2,2,2-trifluoroethoxy)pyridin-2-yl]sulfonylurea